BrC1=CC2=C(N=C(N=C2O)C)N(C1=O)C 6-bromo-4-hydroxy-2,8-dimethyl-pyrido[2,3-d]pyrimidin-7-one